bicyclo[4.1.0]heptane C12CCCCC2C1